dimethyl 1H-pyrrole-2,4-dicarboxylate N1C(=CC(=C1)C(=O)OC)C(=O)OC